((2,2-Dimethoxyethoxy)methyl)benzene COC(COCC1=CC=CC=C1)OC